NC1=C(C=C(C=N1)NC(C(N1[C@H](CC[C@@H](C1)C)C1=CC(=C(C=C1)N1CCN(CC1)CC)C)=O)=O)CC |r| N-(6-amino-5-ethyl-3-pyridyl)-2-oxo-2-[Rac-(2R,5S)-2-[4-(4-ethylpiperazin-1-yl)-3-methyl-phenyl]-5-methyl-1-piperidyl]acetamide